NC1=C2C(=NC=N1)N(N=C2C2=C(C=C(C=C2)OC2=C(C(=CC=C2)F)F)F)C[C@H]2N(CCC2)C(=O)C(C#N)=CC2CC2 (S)-2-(2-((4-amino-3-(4-(2,3-difluorophenoxy)-2-fluorophenyl)-1H-pyrazolo[3,4-d]pyrimidin-1-yl)methyl)pyrrolidine-1-carbonyl)-3-cyclopropylacrylonitrile